O=C1NC(CCC1N1C(C2=CC=CC(=C2C1=O)N1CCC(CC1)CO)=O)=O 2-(2,6-dioxopiperidin-3-yl)-4-[4-(hydroxymethyl)piperidin-1-yl]-2,3-dihydro-1H-isoindole-1,3-dione